1-(2-methoxybenzyl)-4-methyl-1,3-dihydro-2H-benzo[d]imidazol-2-one COC1=C(CN2C(NC3=C2C=CC=C3C)=O)C=CC=C1